C(C)(C)(C)C1N(CCC(C1)N1C=NC2=C(C(=CC=C2C1=O)C=1C=C(C=2N(C1)C=C(N2)C)F)F)C(=O)O.C(C)=C2C(=C(C=CC2)O)C=2C(=CC=CC2)O ethylidenebiphenol tert-butyl-4-(8-fluoro-7-(8-fluoro-2-methylimidazo[1,2-a]pyridin-6-yl)-4-oxoquinazolin-3(4H)-yl)piperidine-1-carboxylate